diisobutyl-hydroxyphenol C(C(C)C)C1=C(C(=C(C=C1)O)O)CC(C)C